4-cyclopropyl-1-methyl-1H-imidazol C1(CC1)C=1N=CN(C1)C